7-bromo-3-ethyl-5-fluoro-3,4-dihydro-1H-quinoxalin-2-one BrC1=CC(=C2NC(C(NC2=C1)=O)CC)F